8-chloro-1-(2,6-dichlorophenyl)-5-(2,4-dihydroxy-3-oxobutan-2-yl)-2-methyl-1,6-naphthyridin-4(1H)-one ClC=1C=NC(=C2C(C=C(N(C12)C1=C(C=CC=C1Cl)Cl)C)=O)C(C)(C(CO)=O)O